4-(2-(3-chloro-4-(9-((4-chloropyridin-2-yl)methyl)-6-(1-methylcyclopropoxy)-9H-purin-8-yl)phenoxy)ethyl)piperazine-1-sulfonic acid ClC=1C=C(OCCN2CCN(CC2)S(=O)(=O)O)C=CC1C=1N(C2=NC=NC(=C2N1)OC1(CC1)C)CC1=NC=CC(=C1)Cl